2-(1H-indazol-1-yl)acetonitrile N1(N=CC2=CC=CC=C12)CC#N